C1(C=CC=C1)[Pd-](CC=C)Cl cyclopentadienyl-allylpalladium (II) chloride